COC1=CC=C(CN2N=C(C3=C2C(N(CC3)CC3(CC3)S(=O)(=O)C)=O)C(=O)OCC)C=C1 ethyl 1-(4-methoxybenzyl)-6-((1-(methylsulfonyl)cyclopropyl)methyl)-7-oxo-4,5,6,7-tetrahydro-1H-pyrazolo[3,4-c]pyridine-3-carboxylate